5-chloro-4-(trifluoromethyl)indan-1-one ClC=1C(=C2CCC(C2=CC1)=O)C(F)(F)F